CS(=O)(=O)[O-] Methansulfonat